5-chloro-4-(3-(chloromethyl)-1,5-dimethyl-1H-pyrazol-4-yl)-1-(3-methoxy-3-oxopropyl)-3-ethyl-1H-indole-2-carboxylic acid methyl ester COC(=O)C=1N(C2=CC=C(C(=C2C1CC)C=1C(=NN(C1C)C)CCl)Cl)CCC(=O)OC